Cl[Si](O[Si](Cl)(C)C)(C)C 1,3-dichlorotetramethyl-disiloxane